C(C1=CC=CC=C1)N1C(C(=CC(=C1)C(=O)NCC[C@@H]1CC[C@@H](CC1)O)C(=O)NC)=O 1-benzyl-N5-(2-((cis)-4-hydroxycyclohexyl)ethyl)-N3-methyl-2-oxo-1,2-dihydropyridine-3,5-dicarboxamide